O=C1[C@@H](CC2(OCCO2)CC1)C(=O)OCC |r| rac-ethyl 8-oxo-1,4-dioxaspiro[4.5]decane-7-carboxylate